C(C1=CC=CC=C1)NC=1C=C(C=C2C=C(NC12)C1=CC=CC=C1)COCCOC N-benzyl-5-(2-methoxyethoxymethyl)-2-phenyl-1H-indol-7-amine